BrC1(NC2=CC=CC=C2N=C1Br)C1=NC2=CC=CC=C2N=C1 2,3-dibromobiquinoxaline